N1=CC=C(C=C1)NC(=O)C1CC12CCNCC2 N-(pyridin-4-yl)-6-azaspiro[2.5]octane-1-carboxamide